C1(CC1)S(=O)(=O)N1N=CC(=C1)C1=NC=CC(=N1)C1(NC=C(C(=C1)NC1CCC(CC1)F)C1=NN(C(=C1)C(F)(F)F)C)N 2-(2-(1-(Cyclopropylsulfonyl)-1H-pyrazol-4-yl)pyrimidin-4-yl)-N4-((1s,4s)-4-fluorocyclohexyl)-5-(1-methyl-5-(trifluoromethyl)-1H-pyrazol-3-yl)pyridine-2,4-diamine